N-(5,6-difluoro-1H-indol-3-yl)-4-{[5-(trifluoro-methyl)pyridin-2-yl]oxy}benzamide FC=1C=C2C(=CNC2=CC1F)NC(C1=CC=C(C=C1)OC1=NC=C(C=C1)C(F)(F)F)=O